spermine HCl salt Cl.NCCCNCCCCNCCCN